N=1C=NN2C1C=C(C=C2)OC2=C(C=C(C=C2)NC2=NC=NC1=C2N=C(N=C1)OC1CN(CC1)C(C=C)=O)C 1-(3-((8-((4-([1,2,4]triazolo[1,5-a]pyridin-7-yloxy)-3-methylphenyl)amino)pyrimido[5,4-d]pyrimidin-2-yl)oxy)pyrrolidin-1-yl)prop-2-en-1-one